O1C=CC(C=2C1=CN=CC2)=O pyrano[2,3-c]pyridin-4-one